tert-butyl ((1R,3S)-3-((3-aminopyridin-2-yl)amino)cyclohexyl)carbamate NC=1C(=NC=CC1)N[C@@H]1C[C@@H](CCC1)NC(OC(C)(C)C)=O